N4-(7-fluoro-8-methylcinnolin-4-yl)-N2-(4-(piperazin-1-yl)phenyl)pyrimidine-2,4-diamine FC1=CC=C2C(=CN=NC2=C1C)NC1=NC(=NC=C1)NC1=CC=C(C=C1)N1CCNCC1